NC=1C(=C(C(=O)P(OCC)(=O)C2=CC=CC=C2)C(=CC1C)C)C Ethyl P-(3-amino-2,4,6-trimethylbenzoyl)-P-phenylphosphinate